(R)-N-(7-cyano-2-((4aS,5aR)-5a-methyl-1,4,4a,5,5a,6-hexahydrocyclopropa[f]indazol-3-yl)-1H-benzo[d]imidazol-5-yl)-N-methyl-2-(tetrahydro-2H-pyran-4-yl)propenamide C(#N)C1=CC(=CC2=C1NC(=N2)C2=NNC=1C[C@@]3([C@H](CC21)C3)C)N(C(C(=C)C3CCOCC3)=O)C